O[C@H](C)C12OCC3=C(N1C(CC2)=O)C=CC=C3 3a-((R)-1-hydroxyethyl)-3,3a-dihydro-5H-benzo[d]pyrrolo[2,1-b][1,3]oxazin-1(2H)-one